(R)-1-((7-Cyano-2-(3'-(3-(((S)-3-hydroxypyrrolidin-1-yl)methyl)-1,7-naphthyridin-8-ylamino)-2,2'-dimethylbiphenyl-3-yl)benzo[d]oxazol-5-yl)methyl)pyrrolidin C(#N)C1=CC(=CC=2N=C(OC21)C=2C(=C(C=CC2)C2=C(C(=CC=C2)NC=2N=CC=C1C=C(C=NC21)CN2C[C@H](CC2)O)C)C)CN2CCCC2